ClC1=CC=C(C=C1)C1=CC(=CC=C1)C(CC(=O)O)NC(=O)NC=1C(N(C=C(C1O)C)C)=O 3-(4'-chlorobiphenyl-3-yl)-3-(3-(4-hydroxy-1,5-dimethyl-2-oxo-1,2-dihydropyridin-3-yl)ureido)propionic acid